3-(ETHYLSULFONAMIDO)PHENYLBORONIC ACID C(C)S(=O)(=O)NC=1C=C(C=CC1)B(O)O